ClC=1C=NC(=NC1)N1CCC(CC1)CCCOC1=CC(=C(C(=C1)F)CC(=O)N1CC(C1)CCC(=O)NCC(CO)(CO)O)F 3-[1-[2-[4-[3-[1-(5-chloropyrimidin-2-yl)-4-piperidyl]propoxy]-2,6-difluoro-phenyl]acetyl]azetidin-3-yl]-N-[2,3-dihydroxy-2-(hydroxymethyl)propyl]propanamide